C(C)[C@@](C(=O)O)(CCC)C |r| (2RS)-2-ethyl-2-methyl-pentanoic acid